CC(C(C(=O)O)C1=CC(=NO1)N1CC(C1)CC1CCN(CC1)CC1(CC1)COC1OCCCC1)C 3-methyl-2-[3-[3-[[1-[[1-(tetrahydropyran-2-yloxymethyl)cyclopropyl]methyl]-4-piperidyl]methyl]azetidin-1-yl]isoxazol-5-yl]butanoic acid